8-(6-((2-(dimethylamino)ethoxy)methyl)pyridin-3-yl)-1-(trans-3-methoxycyclobutyl)-3-methyl-1H-imidazo[4,5-c]cinnolin-2(3H)-one CN(CCOCC1=CC=C(C=N1)C1=CC=2C3=C(N=NC2C=C1)N(C(N3[C@@H]3C[C@H](C3)OC)=O)C)C